N-(5-cyano-2-methylphenyl)-2-fluoro-4-(trifluoromethyl)benzamide C(#N)C=1C=CC(=C(C1)NC(C1=C(C=C(C=C1)C(F)(F)F)F)=O)C